1-(5-((4-amino-6-chloro-1H-pyrazolo[3,4-d]pyrimidin-1-yl)methyl)-2-(trifluoromethyl)phenethyl)-6-oxo-1,6-dihydropyridine-3-carboxaldehyde NC1=C2C(=NC(=N1)Cl)N(N=C2)CC=2C=CC(=C(CCN1C=C(C=CC1=O)C=O)C2)C(F)(F)F